BrC=1C(N(C=CC1)CC=1OC2=C(C1)C=CC=C2C(=O)OC)=O Methyl 2-((3-bromo-2-oxopyridin-1(2H)-yl)methyl)benzofuran-7-carboxylate